C(C)N1C(N(C=2N=C(N(C2C1=O)C)S)C)=O 1-ethyl-8-mercapto-3,7-dimethyl-1H-purine-2,6(3H,7H)-dione